4-CHLORO-2-OXO-3-INDOLINECARBALDEHYDE ClC1=C2C(C(NC2=CC=C1)=O)C=O